ICCC(C)(C)OC(C)OCC 1-iodo-3-(1-ethoxyethoxy)-3-methylbutane